FC(OC1=C(C=CC(=C1F)F)[C@@H]1[C@@H](O[C@]([C@H]1C)(C(F)(F)F)C)C(=O)NC1=CC(=NC=C1)C(=O)N)F 4-((2R,3R,4S,5R)-3-(2-(difluoromethoxy)-3,4-difluorophenyl)-4,5-dimethyl-5-(trifluoromethyl)tetrahydrofuran-2-carboxamido)picolinamide